(R)-N-(3-(2-(benzo[d]oxazol-5-ylamino)-5-fluoropyrimidin-4-yl)-1H-indol-7-yl)-3-methoxy-2-(4-methylpiperazin-1-yl)propanamide O1C=NC2=C1C=CC(=C2)NC2=NC=C(C(=N2)C2=CNC1=C(C=CC=C21)NC([C@@H](COC)N2CCN(CC2)C)=O)F